chloro-4-methoxy-5-methylpyridine ClC1=NC=C(C(=C1)OC)C